pyrantrione O1C(C(C(C=C1)=O)=O)=O